ClC1=NN2C(N=CC=C2C2CN(CCC2)CCC(C)C)=C1 2-Chloro-7-(1-isopentylpiperidin-3-yl)pyrazolo[1,5-a]pyrimidin